(R)-8-((3S,5R)-3,5-dimethylpiperazin-1-yl)-11-(4-fluorophenyl)-3-(pyridin-2-yl)-10-(trifluoromethyl)-3,4-dihydro-2H,6H-[1,4]thiazepino[2,3,4-ij]quinazolin-6-one C[C@H]1CN(C[C@H](N1)C)C1=NC(N2C3=C(C(=C(C=C13)C(F)(F)F)C1=CC=C(C=C1)F)SC[C@H](C2)C2=NC=CC=C2)=O